N1C(C2(CC3=CC=CN=C13)CC2)=O 1'H-spiro[cyclopropan-1,3'-[1,8]naphthyridin]-2'(4'H)-on